2,2',2''-[1,4,7-triazonane-1,4,7-triyltris(methylene)]tris[6-(aminomethyl)-methylphenol] N1(CCN(CCN(CC1)CC1=C(C(=CC=C1C)CN)O)CC1=C(C(=CC=C1C)CN)O)CC1=C(C(=CC=C1C)CN)O